2(1H)-Pyridinone N1C(C=CC=C1)=O